C(C)(C)(C)C1=C(C(=CC(=C1)C)N1N=C2C(=N1)C=CC(=C2)SCCCCCCCC)O 2-tert-butyl-4-methyl-6-(5-octylsulfanylbenzotriazol-2-yl)phenol